5-methyl-1,3,4-oxadiazole-2-formic acid CC1=NN=C(O1)C(=O)O